N1-(2-(4-((5-chloropyridin-2-yl)oxy)piperidin-1-yl)-3-fluorophenyl)-N4,N4-dimethylbenzene-1,4-disulfonamide ClC=1C=CC(=NC1)OC1CCN(CC1)C1=C(C=CC=C1F)NS(=O)(=O)C1=CC=C(C=C1)S(=O)(=O)N(C)C